BrC1=C(C(=CC=C1Cl)F)C=1C(N(N=C(C1O)C)C)=O 4-(2-Bromo-3-chloro-6-fluoro-phenyl)-5-hydroxy-2,6-dimethyl-pyridazin-3-one